BrCC=1C=C(C=CC1)S(=O)(=O)N1CCC(CC1)NC1=NC=C(C=N1)C N-(1-((3-(Bromomethyl)phenyl)sulfonyl)piperidin-4-yl)-5-methylpyrimidin-2-amine